C1C(CC12CCC2)CC=O 2-(spiro[3.3]heptan-2-yl)acetaldehyde